C1(CC1)/C=C/C(=O)O (E)-3-cyclopropylpropan-2-enoic acid